NCC=1C=C(C=C(C1)F)C1=NN(C=C1C(=O)N)C (3-(aminomethyl)-5-fluorophenyl)-1-methyl-1H-pyrazole-4-carboxamide